C1(=CC=CC=C1)C1=CC=CC2=CC3=CC4=CC=CC=C4C(=C3C=C12)C1=CC=CC=C1 1,11-diphenyltetracene